Thionylcarbazol S(=O)=C1C=CC=C2C3=CC=CC=C3N=C12